2-methyl-3-[(1,7,7-trimethylbicyclo[2.2.1]hept-2-yl)oxy]-1-propanol CC(CO)COC1C2(CCC(C1)C2(C)C)C